C(C)(C)(C)O[Sn]1(OCCC1C)OC(C)(C)C 2,2-di-tert-butoxy-3-methyl-1,2-oxastannolane